ClC=1C=NC(=NC1)N1CCC(CC1)CCCOC1=CC(=C(C=C1)CC(=O)N1CC(C1)C(=O)NCCCCCCS(=O)(=O)O)F 6-[[1-[2-[4-[3-[1-(5-chloropyrimidin-2-yl)-4-piperidyl]propoxy]-2-fluoro-phenyl]acetyl]azetidine-3-carbonyl]amino]hexane-1-sulfonic acid